C(C)C(C(COC(CCCCCCCC=CCCCCCCCC)=O)OC(CCCCCCCC=CCCCCCCCC)=O)[NH+](C)C ethyl-1-N,N-dimethyl-2,3-bis[(1-oxo-9-octadecenyl)oxy]-1-propanaminium